CC(C)(C)P(C1=C(C=CC=C1)C1=C(C=C(C=C1C(C)C)C(C)C)C(C)C)C(C)(C)C bis(2-methyl-2-propyl)(2',4',6'-triisopropyl-2-biphenylyl)phosphine